pyrrolidinyl-propyl mercaptan N1(CCCC1)CCCS